ethyl 5-(2-fluorophenyl)-1-(pyridine-3-sulfonyl)-1H-pyrrole-3-carboxylate FC1=C(C=CC=C1)C1=CC(=CN1S(=O)(=O)C=1C=NC=CC1)C(=O)OCC